4-(4-((7-((S)-2,6-dioxopiperidin-3-yl)-3',3'-difluoro-6-oxo-7,8-dihydro-2H,6H-spiro[furo[2,3-e]isoindole-3,4'-piperidin]-1'-yl)methyl)-1H-pyrazol-1-yl)benzonitrile O=C1NC(CC[C@@H]1N1C(C2=CC=C3C(=C2C1)OCC31C(CN(CC1)CC=1C=NN(C1)C1=CC=C(C#N)C=C1)(F)F)=O)=O